5-bromo-2,3-dihydro-1H-indene-1-ol BrC=1C=C2CCC(C2=CC1)O